bis(trismethylsilyl)amide lithium [Li+].C[Si](C)(C)[N-][Si](C)(C)C